N-(5-Amino-2,4-difluorophenyl)-2-chloro-5-((1R,3R)-2,2-dichloro-3-(3,4,5-trichlorophenyl)cyclopropane-1-carboxamido)-3-fluorobenzamide NC=1C(=CC(=C(C1)NC(C1=C(C(=CC(=C1)NC(=O)[C@@H]1C([C@H]1C1=CC(=C(C(=C1)Cl)Cl)Cl)(Cl)Cl)F)Cl)=O)F)F